tert-Butyl 3-((4-methyl-3-((1-(4-(piperidin-4-ylethynyl)-3-(thiophen-2-yl)phenyl)ethyl)carbamoyl)phenyl)amino)azetidine-1-carboxylate CC1=C(C=C(C=C1)NC1CN(C1)C(=O)OC(C)(C)C)C(NC(C)C1=CC(=C(C=C1)C#CC1CCNCC1)C=1SC=CC1)=O